O1C(OCC1)C1=NC(=CC=C1CN1C(CN(CC1)C)=O)NCC 1-((2-(1,3-dioxolan-2-yl)-6-(ethylamino)pyridin-3-yl)methyl)-4-methylpiperazin-2-one